CN1N=C2C(N=C(C=C2C)[Sn](CCCC)(CCCC)CCCC)=C1 2,7-dimethyl-5-(tributylstannyl)-2H-pyrazolo[4,3-b]pyridine